3-((4-(4-((4-(2-((R)-3-((5-chloro-4-(1H-indol-3-yl)pyrimidin-2-yl)amino)pyrrolidin-1-yl)ethyl)piperidin-1-yl)methyl)piperidin-1-yl)phenyl)amino)piperidine-2,6-dione ClC=1C(=NC(=NC1)N[C@H]1CN(CC1)CCC1CCN(CC1)CC1CCN(CC1)C1=CC=C(C=C1)NC1C(NC(CC1)=O)=O)C1=CNC2=CC=CC=C12